N4-isopropyl-N4,5-dimethyl-N6-(5-methyl-1H-pyrazol-3-yl)-2-(phenylthio)pyrimidine-4,6-diamine C(C)(C)N(C1=NC(=NC(=C1C)NC1=NNC(=C1)C)SC1=CC=CC=C1)C